(1R)-6-[(7S)-2-(3-{4-[3-Methyl-6-(trifluoromethyl)pyridin-2-yl]phenyl}-1H-pyrazolo[3,4-b]pyridin-5-yl)-6,7,8,9-tetrahydro-5H-benzo[7]annulen-7-yl]-3-oxa-6-azabicyclo[3.1.1]heptane CC=1C(=NC(=CC1)C(F)(F)F)C1=CC=C(C=C1)C1=NNC2=NC=C(C=C21)C=2C=CC1=C(CC[C@H](CC1)N1C3COC[C@H]1C3)C2